C(CCCCCCC)C1(C2=CC(=CC=C2C=2C=CC(=CC12)Br)Br)CCCCCCCC 9,9-dioctyl-2,7-dibromofluorene